2-(2-fluoropyridin-4-yl)pyrimidine-4-formamide FC1=NC=CC(=C1)C1=NC=CC(=N1)C(=O)N